FC1=CC=C(C=C1)[C@@H]1N(CCC2=CC=CC=C12)C(=O)[C@@H]1OC[C@@H]([C@H](C1)N(C(OC(C)(C)C)=O)C)OC tert-butyl ((2R,4S,5R)-2-((S)-1-(4-fluorophenyl)-1,2,3,4-tetrahydroisoquinoline-2-carbonyl)-5-methoxytetrahydro-2H-pyran-4-yl)(methyl)carbamate